ClC=1C=C(C=CC1)CCNC1=CC(=NC=N1)C1=CC(=CS1)OCC 5-{6-[2-(3-Chloro-phenyl)-ethylamino]-pyrimidin-4-yl}-3-ethoxy-thiophene